CO\C=C(\C)/OC (Z)-1,2-dimethoxyprop-1-ene